(2R,4R)-6-chloro-4-hydroxy-N-[3-(5-methoxy-2H-indazol-2-yl)bicyclo[1.1.1]pentan-1-yl]-3,4-dihydro-2H-1-benzopyran-2-carboxamide ClC=1C=CC2=C([C@@H](C[C@@H](O2)C(=O)NC23CC(C2)(C3)N3N=C2C=CC(=CC2=C3)OC)O)C1